N-[2-methoxy-6-[6-(methylaminomethyl)-3-pyridyl]-3-pyridyl]-5-methyl-3-phenyl-isoxazole-4-carboxamide COC1=NC(=CC=C1NC(=O)C=1C(=NOC1C)C1=CC=CC=C1)C=1C=NC(=CC1)CNC